3-([8-Carbamoyl-6-chloropyrido[3,2-d]pyrimidin-4-yl]amino)-5-fluoropiperidine-1-carboxylic acid tert-butyl ester C(C)(C)(C)OC(=O)N1CC(CC(C1)F)NC=1C2=C(N=CN1)C(=CC(=N2)Cl)C(N)=O